(S)-1-((1,4-dioxan-2-yl)methyl)-4-chloro-N-(3-methyl-5-(phenylethynyl)pyridin-2-yl)-1H-pyrazole-5-carboxamide O1[C@H](COCC1)CN1N=CC(=C1C(=O)NC1=NC=C(C=C1C)C#CC1=CC=CC=C1)Cl